4-[(3S)-3-amino-3-methylpyrrolidin-1-yl]-N-[(1S)-1-cyclopropylethyl]-6-methyl-5-(1-methyl-1H-pyrazol-4-yl)pyridine-3-carboxamide N[C@@]1(CN(CC1)C1=C(C=NC(=C1C=1C=NN(C1)C)C)C(=O)N[C@@H](C)C1CC1)C